γ-Aminopropyl-trimethoxysilane NCCC[Si](OC)(OC)OC